O=CCCNC(OCC1=CC=CC=C1)=O benzyl N-(3-oxopropyl)carbamate